[Sn].[V] vanadium tin